C(#N)C1=CNC2=C(C=CC(=C12)C)N1CCC(CC1)NC(=O)C1=NC=C(C=C1)N1CCC(CC1)C1OCCO1 N-[1-(3-Cyano-4-methyl-1H-indol-7-yl)piperidin-4-yl]-5-[4-(1,3-dioxolan-2-yl)piperidin-1-yl]pyridine-2-carboxamide